CC=1N(C(=CC1)C)CCCCCCCCCCCC 2,5-dimethyl-1-dodecyl-1H-pyrrole